3,4-Difluorobromobenzene C1=CC(=C(C=C1Br)F)F